C(C)OC1(CC1)O[Si](C)(C)C (1-ethoxy-cyclopropyloxy)-trimethyl-silane